C(CC)OC([C@H](C)OC(CC)(C)C)=O (S)-2-(1,1-dimethylpropoxy)propionic acid (-)-propyl ester